C1(=CC=CC=C1)N1[C@H](CNCC1)C(=O)NCC1CCC(CC1)NC(OC(C)(C)C)=O |r| rac-tert-butyl ((1r,4r)-4-((1-phenylpiperazine-2-carboxamido)methyl)cyclohexyl)carbamate